S1C(=NC2=C1C=CC=C2)NC2=C(C(=C(N=N2)NC=2SC=C(N2)C(=O)OCC)C)CC ethyl 2-({6-[(1,3-benzothiazol-2-yl) amino]-5-ethyl-4-methylpyridazin-3-yl} amino)-1,3-thiazole-4-carboxylate